fluoro-1-(6-(3-((2-methoxy-ethyl)(methyl)amino)azetidin-1-yl)pyridin-3-yl)-4-oxo-1,4-dihydro-quinoline-3-carboxylic acid FC=1N(C2=CC=CC=C2C(C1C(=O)O)=O)C=1C=NC(=CC1)N1CC(C1)N(C)CCOC